CC1=CC(=C(C=C1)O)C(C)(C)C1=CC=CC=C1 4-methyl-2-(2-phenylpropan-2-yl)phenol